(1R,4R)-4-((5-amino-8-(4-fluorophenyl)pyrido[4,3-d]pyrimidin-2-yl)oxy)cyclohexan-1-ol NC1=NC=C(C=2N=C(N=CC21)OC2CCC(CC2)O)C2=CC=C(C=C2)F